aminonicotinamide C1=CC(=NC=C1C(=O)N)N